C[C@H]1N(CCOC1)C1=NC2=C(N=CC=C2C(=C1)C1=CC=NN1C1COC1)C1=CC=NN1C1OCCCC1 2-[(3R)-3-methylmorpholin-4-yl]-4-[1-(oxetan-3-yl)-1H-pyrazol-5-yl]-8-[1-(tetrahydro-2H-pyran-2-yl)-1H-pyrazol-5-yl]-1,7-naphthyridine